NC(C1C2CN(CC1C2)C([C@@H](CO)O)=O)C2=C(C=C(C(=C2)Cl)Cl)O (2R)-1-[6-[amino(4,5-dichloro-2-hydroxyphenyl)methyl]-3-azabicyclo[3.1.1]heptan-3-yl]-2,3-dihydroxypropan-1-one